tert-butyl 8-methyl-3-(trifluoromethyl)-7,8-dihydro-5H-1,6-naphthyridine-6-carboxylate CC1CN(CC=2C=C(C=NC12)C(F)(F)F)C(=O)OC(C)(C)C